FC1=CC=C(OC2=CC=C(C=C2)C2CN(C2)C(=O)OC[C@H]2NC(OC2)=O)C=C1 [(4S)-2-Oxooxazolidin-4-yl]methyl 3-[4-(4-fluorophenoxy)phenyl]azetidine-1-carboxylate